Thieno[2,3-h]Quinolin-2(1H)-one N1C(C=CC2=CC=C3C(=C12)C=CS3)=O